ClCC(COC1=C(C=C(C=C1)C(C)(C)C1=CC=C(C=C1)OCC(CN1N=NC(=C1I)CO)O)I)O 1-chloro-3-(4-(2-(4-(2-hydroxy-3-(4-(hydroxymethyl)-5-iodo-1H-1,2,3-triazol-1-yl)propoxy)phenyl)propan-2-yl)-2-iodophenoxy)propan-2-ol